FC1(CCCC=2C(=NC(=NC12)N1[C@H](CC1)C)N1CC(C1)OCC(=O)N1CCN(CC1)C(=O)OC(C)(C)C)F tert-butyl (S)-4-(2-((1-(8,8-difluoro-2-(2-methylazetidin-1-yl)-5,6,7,8-tetrahydroquinazolin-4-yl)azetidin-3-yl)oxy)acetyl)piperazin-1-carboxylate